C(C)(C)(C)OC(=O)N1C(COCC1)C1=C(C=CC(=C1)Cl)CN1C(NC(C2=C1C=CN2)=O)=C=S (5-chloro-2-((4-oxo-2-thiocarbonyl-2,3,4,5-tetrahydro-1H-pyrrolo[3,2-d]pyrimidin-1-yl)methyl)phenyl)morpholine-4-carboxylic acid tert-butyl ester